FC(CNC(=O)N1CC2(CC2)[C@@H]([C@@H]1CC=1C(=C(C=CC1)C1=CC(=CC(=C1)F)F)F)NS(=O)(=O)CF)(C)F (6S,7S)-N-(2,2-difluoropropyl)-7-((fluoromethyl)sulfonamido)-6-((2,3',5'-trifluoro-[1,1'-biphenyl]-3-yl)methyl)-5-azaspiro[2.4]heptane-5-carboxamide